4,5-dinitro-o-aminobenzenethiol [N+](=O)([O-])C1=CC(=C(C=C1[N+](=O)[O-])S)N